[Si](C1=CC=CC=C1)(C1=CC=CC=C1)(C(C)(C)C)OC[C@@H]1N(C(C[C@H]1C1CCC1)O)C(=O)OC(C)(C)C tert-butyl (2R,3S)-2-[[tert-butyl(diphenyl)silyl]oxymethyl]-3-cyclobutyl-5-hydroxy-pyrrolidine-1-carboxylate